C(C)(C)(C)OC(=O)N1[C@H]([C@H](CC1)O)CC1=C(C(=CC=C1)Br)F (2S,3S)-2-[(3-bromo-2-fluorophenyl)methyl]-3-hydroxypyrrolidine-1-carboxylic acid tert-butyl ester